N1-(2,6-dibenzyloxy-3-pyridyl)-4-methoxy-benzene-1,2-diamine C(C1=CC=CC=C1)OC1=NC(=CC=C1NC=1C(=CC(=CC1)OC)N)OCC1=CC=CC=C1